FC=1C=CC2=C(N=C(O2)[C@H]2N(CCC3=C2N=CN3)C(=O)C3=C(N=C(O3)[C@@H](C)O)C)C1 ((S)-4-(5-fluorobenzo[d]oxazol-2-yl)-6,7-dihydro-1H-imidazo[4,5-c]pyridin-5(4H)-yl)(2-((R)-1-hydroxyethyl)-4-methyloxazol-5-yl)methanone